[4-(6-chloro-3-pyridinyl)triazol-1-yl]Methyl-trimethyl-silane tert-butyl-N-[[4-(4-methylthiazol-5-yl)-2-(3-piperazin-1-ylpropyl)phenyl]methyl]carbamate C(C)(C)(C)OC(NCC1=C(C=C(C=C1)C1=C(N=CS1)C)CCCN1CCNCC1)=O.ClC1=CC=C(C=N1)C=1N=NN(C1)C[Si](C)(C)C